4-(trifluoromethyl)-1,3-benzoxazol-2(3H)-one FC(C1=CC=CC2=C1NC(O2)=O)(F)F